C(C)(C)(C)C1=C(C(=CC=C1)C(C)(C)C)C1=C(C(=C(C=C1)P([O-])[O-])C1=C(C=CC=C1C(C)(C)C)C(C)(C)C)C1=CC=CC=C1 bis(2,6-di-tert-butyl Phenyl)-3-phenyl-phenylphosphonite